O=C(CNC(=O)N1C=CC2=C1N=CN=C2)NC2=CC=C(C=C2)N2CCNCC2 N-[2-oxo-2-(4-piperazin-1-ylanilino)ethyl]pyrrolo[2,3-d]pyrimidine-7-carboxamide